Cl.C1(CC1)NC(=O)C=1C(N(C=2N(C1O)N=C(C2\C=C\C(=O)N2[C@H](CNCC2)C)C)CC(C)C)=O (S,E)-N-Cyclopropyl-7-hydroxy-4-isobutyl-2-methyl-3-(3-(2-methylpiperazin-1-yl)-3-oxoprop-1-en-1-yl)-5-oxo-4,5-dihydropyrazolo[1,5-a]pyrimidine-6-carboxamide hydrochloride